(acetoxy)-sodium methanesulfinate CS(=O)O.C(C)(=O)O[Na]